8-(trifluoromethyl)quinoline-4-amine FC(C=1C=CC=C2C(=CC=NC12)N)(F)F